2-hydroxypropyl hydrogen ((S)-3-hydroxy-2-(5-(4-methoxy-3-propoxyphenyl)pyridin-3-yl)propyl)boronate OC[C@@H](CB(OCC(C)O)O)C=1C=NC=C(C1)C1=CC(=C(C=C1)OC)OCCC